C(C1=CC=CC=C1)OC=1C=C2C=CNC2=CC1OC 5-(benzyloxy)-6-methoxy-1H-indole